ClC1=NC=C(C(=N1)NC=1C(=C2C=CC=NC2=CC1)P(C)(C)=O)Cl (6-((2,5-dichloropyrimidin-4-yl)amino)quinolin-5-yl)dimethylphosphine oxide